8-acetyl-2-(5-fluoroisoindolin-2-yl)-6-methyl-chromen-4-one C(C)(=O)C=1C=C(C=C2C(C=C(OC12)N1CC2=CC=C(C=C2C1)F)=O)C